FC(C1=NN=C(O1)C=1C=CC(=NC1)CN(C(=S)N1CCOCC1)C1=CC=CC=C1)F N-((5-(5-(difluoromethyl)-1,3,4-oxadiazol-2-yl)pyridin-2-yl)methyl)-N-phenylmorpholine-4-thioamide